FC(CN(C1=CC(=CC(=C1)C#CC1(CC1)C(F)(F)F)F)C1=NC(NC2=CC=C(C(=C12)F)F)=O)F 4-[N-(2,2-difluoroethyl)-3-fluoro-5-[2-[1-(trifluoromethyl)cyclopropyl]ethynyl]anilino]-5,6-difluoro-1H-quinazolin-2-one